ethyl (2,4,6-trimethylbenzoyl)phenylphosphonate CC1=C(C(=O)C2=C(C=CC=C2)P(OCC)([O-])=O)C(=CC(=C1)C)C